C(C)(C)(C)C1=NC(=NO1)C(=O)NC1CCCCC2=C1C=CC(=C2)C2=CC(=NC=C2)NC(=O)C2CC2 5-(tert-butyl)-N-(2-(2-(cyclopropanecarboxamido)pyridin-4-yl)-6,7,8,9-tetrahydro-5H-benzo[7]annulen-5-yl)-1,2,4-oxadiazole-3-carboxamide